3-Fluoro-4-(2-methyl-4-(2-((1-(methylsulfonyl)piperidin-4-yl)amino)-5-(trifluoromethyl)pyrimidin-4-yl)-1H-imidazol-1-yl)picolinonitrile FC=1C(=NC=CC1N1C(=NC(=C1)C1=NC(=NC=C1C(F)(F)F)NC1CCN(CC1)S(=O)(=O)C)C)C#N